3-(3-Chloro-4-fluorophenyl)-1-methyl-1-(1-(1-(methylsulfonyl)isoquinolin-4-yl)ethyl)urea ClC=1C=C(C=CC1F)NC(N(C(C)C1=CN=C(C2=CC=CC=C12)S(=O)(=O)C)C)=O